ClC1=CC(=C(COC2=CC=CC(=N2)C2=CC(=C(OC3=NC4=C(N3C[C@H]3OCCC3)C=C(C=C4)C(=O)OC)C=C2)F)C=C1)F methyl (S)-2-(4-(6-((4-chloro-2-fluorobenzyl)oxy)pyridin-2-yl)-2-fluorophenoxy)-1-((tetrahydrofuran-2-yl)methyl)-1H-benzo[d]imidazole-6-carboxylate